5-(chloromethyl)isoxazole ClCC1=CC=NO1